C(C)(C)(C)OC(=O)C1=CC=C(C=C1)C1CN(CCCC1CO)C(=O)[O-] 3-(4-(tert-butoxycarbonyl)phenyl)-4-(hydroxymethyl)azepane-1-carboxylate